(3-chloro-4-isopropylphenyl)-2-methylpentanamine ClC=1C=C(C=CC1C(C)C)C(C(CCC)C)N